C(C)(C)C1=C(C=CC=C1)C1=NC=C2N(C(N(C2=N1)CC1=CC=C(C=C1)OCC1COCC1)=O)C 2-(2-isopropylphenyl)-7-methyl-9-(4-((tetrahydrofuran-3-yl)methoxy)benzyl)-7,9-dihydro-8H-purin-8-one